ClC=1C=C2C(=NC=NC2=C(C1C1=C(C=C(C=C1)F)F)O)N1CCN(CC1)C(C=C)=O 1-(4-(6-chloro-7-(2,4-difluoro-phenyl)-8-hydroxy-quinazolin-4-yl)piperazin-1-yl)prop-2-en-1-one